FC=1C(=C(C(=O)OCC)C=CC1C=1N(C=C(N1)C(F)(F)F)C)OC ethyl 3-fluoro-2-methoxy-4-[1-methyl-4-(trifluoromethyl)imidazol-2-yl]benzoate